C(CCC)NC(CNC1=NC=2C=CC=CC2C=2N1N=C(N2)C2=C(C=CC(=C2)Cl)OC(F)(F)F)=O N-butyl-N2-{2-[5-chloro-2-(trifluoromethoxy)phenyl][1,2,4]triazolo[1,5-c]quinazolin-5-yl}glycinamide